ClC=1C(=NC=C(C1)C(F)(F)F)CNC(=O)C1CN(C(C1)=O)C1=CC=CC=C1 N-[[3-chloro-5-(trifluoromethyl)pyridin-2-yl]methyl]-5-oxo-1-phenylpyrrolidine-3-carboxamid